C(N)(OC(C([2H])([2H])N1N=CN=N1)([2H])C1=C(C=CC=C1)Cl)=O 1-(2-chlorophenyl)-2-(2H-tetrazol-2-yl)ethyl-1,2,2-d3 carbamate